F[C@@H](C1=CC2=C(SC(=C2)C(=O)O)C=C1)P(=O)(OC1=CC=CC=C1)N[C@H](C(=O)OCC(C)C)C 5-((1R)-fluoro((((S)-1-isobutoxy-1-oxopropan-2-yl)amino)(phenoxy)phosphoryl)methyl)benzo[b]thiophene-2-carboxylic acid